(S or R)-2-(2'-chloro-5'-methoxy-6-methyl-[4,4'-bipyridine]-3-carboxamido)-N-cyclobutyl-4,5,6,7-tetrahydrobenzo[d]thiazole-6-carboxamide ClC1=NC=C(C(=C1)C1=C(C=NC(=C1)C)C(=O)NC=1SC2=C(N1)CC[C@@H](C2)C(=O)NC2CCC2)OC |o1:24|